(R)-5-(1-methyl-1H-1,2,3-triazol-4-yl)-N-(8-methylisoquinolin-1-yl)-N-(piperidin-3-yl)picolinamide CN1N=NC(=C1)C=1C=CC(=NC1)C(=O)N([C@H]1CNCCC1)C1=NC=CC2=CC=CC(=C12)C